CCCCCCC(=N)N Hexane-6-carboxamidine